P(O)(O)=O.P(O)(O)=O.C(CCC)C(=C(CCCC)CCCC)CCCC tetrabutyl ethylene bisphosphonate